N1(N=NN=C1)C(CC(=O)O)CCCCCC(=O)O 3-(1H-tetrazol-1-yl)azelaic acid